5-tert-butyl-2-({6-[(1R)-1-hydroxyethyl]pyridin-2-yl}carbamoyl)benzoic acid C(C)(C)(C)C=1C=CC(=C(C(=O)O)C1)C(NC1=NC(=CC=C1)[C@@H](C)O)=O